[Si](C)(C)(C(C)(C)C)N(S(=O)(=N)C=1C=NN2C1OCC(C2)(C)C)C(NC2=C1CCCC1=CC=1CCCC21)=O N-(tert-butyldimethylsilyl)-N-((1,2,3,5,6,7-hexahydro-s-indacen-4-yl)carbamoyl)-6,6-dimethyl-6,7-dihydro-5H-pyrazolo[5,1-b][1,3]oxazine-3-sulfonimidamide